C(C1=CC=CC=C1)OC=1C=C(C=CC1)C1C2(C3=CC=CC=C3C1)CCC(CC2)(C(=O)O)NC2=CC(=CC=C2)Cl 2'-[3-(benzyloxy)phenyl]-4-(3-chloroanilino)-2',3'-dihydrospiro[cyclohexane-1,1'-indene]-4-carboxylic acid